1-Methyl-6-methylsulfanyl-2-(2-pyridyl)pyrazolo[3,4-d]pyrimidin-3-one CN1N(C(C=2C1=NC(=NC2)SC)=O)C2=NC=CC=C2